BrC1=C2N=CC(=NC2=CC(=C1)C)OCC(=O)O 2-((5-bromo-7-methylquinoxalin-2-yl)oxy)acetic acid